4-(2,5-dichloro-1-methyl-1H-imidazol-4-yl)-N-(1-(methylsulfonyl)piperidin-4-yl)-5-(trifluoromethyl)pyrimidin-2-amine ClC=1N(C(=C(N1)C1=NC(=NC=C1C(F)(F)F)NC1CCN(CC1)S(=O)(=O)C)Cl)C